COC=1C=C(C(=O)N2CCN(CC2)CC2=CC(OC3=CC=C(C=C23)OCC)=O)C=CC1OC 4-[[4-(3,4-dimethoxybenzoyl)piperazin-1-yl]methyl]-6-ethoxychromen-2-one